NSC1=CC=C(C=C1)OC1=CC=C(C=C1)SN 4-aminothiophenyl ether